CC1=CC=C(C=C1)S(=O)(=O)O.C(CC)C1=NC=CC=C1 propylpyridine p-toluenesulfonate